[Fe].[Cr].[Si] silicon-chromium-iron